OC1=CC(=C(C(=O)O)C(=C1)OC)OC 4-hydroxy-2,6-Dimethoxybenzoic acid